C(C)(C)(C)[C@@H]1C(OC(O1)=O)(C)C (R)-5-tert-butyl-4,4-dimethyl-1,3-dioxolan-2-one